2-methyl-1-(S-methylsulphonimidoyl)-4-nitrobenzene CC1=C(C=CC(=C1)[N+](=O)[O-])S(=O)(=N)C